(isopropylamino)-6-oxopyrimidin C(C)(C)NC=1NC(C=CN1)=O